2-(2,6-dioxopiperidin-3-yl)-5-(3-((7-((1r,3r)-3-((5-(5-methyl-5H-pyrido[4,3-b]indol-7-yl)pyridin-2-yl)oxy)cyclobutoxy)heptyl)oxy)azetidin-1-yl)isoindoline-1,3-dione O=C1NC(CCC1N1C(C2=CC=C(C=C2C1=O)N1CC(C1)OCCCCCCCOC1CC(C1)OC1=NC=C(C=C1)C=1C=CC=2C3=C(N(C2C1)C)C=CN=C3)=O)=O